COC1=C(C=CC(=C1)\C=C\C\C=C/CC)O 2-methoxy-4-((1E,4Z)-hepta-1,4-dien-1-yl)phenol